(R)-(1-(4-fluoro-3-(trifluoromethyl)phenyl)cyclopropyl)((2-methylpyrrolidin-2-yl)methyl)carbamic acid methyl ester COC(N(C[C@@]1(NCCC1)C)C1(CC1)C1=CC(=C(C=C1)F)C(F)(F)F)=O